NC=1C(NC2=C3C=CC=NC3=C(C=C2C1C1=C2C=NN(C2=C(C(=C1)F)F)C1OCCCC1)N1CCN(CC1)C)=O 3-amino-4-[6,7-difluoro-1-(oxan-2-yl)indazol-4-yl]-6-(4-methylpiperazin-1-yl)-1H-1,7-phenanthrolin-2-one